(S)-[3-(4-chloro-2-fluorophenyl)-5-(2,4-di-fluorophenyl)-1,2-oxazol-4-yl](pyridin-3-yl)methanol ClC1=CC(=C(C=C1)C1=NOC(=C1[C@@H](O)C=1C=NC=CC1)C1=C(C=C(C=C1)F)F)F